5-(aminomethyl)-2-fluoro-N-(2-methoxyethyl)aniline NCC=1C=CC(=C(NCCOC)C1)F